OCC1([C@H](O)[C@H](O)[C@H](O)CO1)C(O)[C@@]1(O)[C@H](O)[C@H](O)[C@H](O1)CO D-psicopyranosyl-α-D-psicofuranose